(2R,4R)-2-(5-fluoro-2-methoxypyridin-3-yl)-4-hydroxypyrrolidine-1-carboxylic acid tert-butyl ester C(C)(C)(C)OC(=O)N1[C@H](C[C@H](C1)O)C=1C(=NC=C(C1)F)OC